ClC1=C(C=CC=C1CC(=O)O)C1=CC(=CC(=C1)F)F {2-chloro-3',5'-difluoro-[1,1'-biphenyl]-3-yl}acetic acid